Heptadecan-9-yl 8-((3-((2-(methylamino)-3,4-dioxocyclobut-1-en-1-yl)amino)propyl)(8-(nonyloxy)-8-oxooctyl)amino)octanoate CNC1=C(C(C1=O)=O)NCCCN(CCCCCCCC(=O)OC(CCCCCCCC)CCCCCCCC)CCCCCCCC(=O)OCCCCCCCCC